FC1=C(OC=2C=CC(=NC2)NC(=O)[C@@H]2C[C@@]23C[C@@H](C(CC3)(F)F)C3=CC=[N+](C=C3)[O-])C=CC(=C1)F 4-((1R,3S,5R)-1-((5-(2,4-difluorophenoxy)pyridin-2-yl)carbamoyl)-6,6-difluorospiro[2.5]octan-5-yl)pyridine 1-oxide